N-[4-[[[3-[(3,5-dimethoxyphenyl)amino]-2-quinoxalinyl]amino]sulfonyl]phenyl]-3-methoxy-4-methyl-benzamide COC=1C=C(C=C(C1)OC)NC=1C(=NC2=CC=CC=C2N1)NS(=O)(=O)C1=CC=C(C=C1)NC(C1=CC(=C(C=C1)C)OC)=O